5-(3-(4-chlorophenyl)-4,5-dihydro-1H-pyrazol-5-yl)quinoxaline ClC1=CC=C(C=C1)C1=NNC(C1)C1=C2N=CC=NC2=CC=C1